2-[1-[(2,3-difluorophenyl)methyl]-5-oxo-pyrrolidin-2-yl]-N-(1,2,4-thiadiazole-5-yl)acetamide FC1=C(C=CC=C1F)CN1C(CCC1=O)CC(=O)NC1=NC=NS1